ethyl 3-(4-(dimethylamino)-6-methylpyrazolo[1,5-a]pyrazin-2-yl)-3-oxopropionate CN(C=1C=2N(C=C(N1)C)N=C(C2)C(CC(=O)OCC)=O)C